4-Ethyl-3-((4-methylphenyl)sulfonylamino)-N-(pyridin-3-ylmethyl)benzamide C(C)C1=C(C=C(C(=O)NCC=2C=NC=CC2)C=C1)NS(=O)(=O)C1=CC=C(C=C1)C